6-Tert-butyl-N-(3-{1-ethyl-5-[(methylamino)methyl]-1H-indol-2-yl}prop-2-yn-1-yl)pyridine-3-carboxamide C(C)(C)(C)C1=CC=C(C=N1)C(=O)NCC#CC=1N(C2=CC=C(C=C2C1)CNC)CC